N-(6-((1H-pyrazol-1-yl)methyl)-4-methoxybenzo[d]isoxazol-3-yl)-7-methoxyspiro[chroman-4,1'-cyclopentane]-8-sulfonamide N1(N=CC=C1)CC1=CC2=C(C(=NO2)NS(=O)(=O)C=2C(=CC=C3C2OCCC32CCCC2)OC)C(=C1)OC